FC=1C=C(C=CC1CC=1C(=C(SC1C)C)C(=O)NC1CC2(CC(C2)C(=O)O)C1)C1=CC=CC=C1 6-(4-((3-fluoro-[1,1'-biphenyl]-4-yl)methyl)-2,5-dimethylthiophene-3-carboxamido)spiro[3.3]heptane-2-carboxylic acid